O1CCN(CC1)NC(CC)=O N-morpholinopropionamide